NC1=C(C=C(C=N1)C1=CC=C(C(=O)N)C=C1)C1=CC(=C(C(=C1)OC)OC)OC 4-[6-amino-5-(3,4,5-trimethoxy-phenyl)-3-pyridyl]benzamide